((4-((R)-2-(4-chloro-2-fluorophenyl)-2-methyl-2H-chromen-8-yl)piperidin-1-yl)methyl)-3-(((S)-oxabutan-2-yl)methyl)-3H-imidazo[4,5-b]pyridine-5-carboxylic acid ClC1=CC(=C(C=C1)[C@@]1(OC2=C(C=CC=C2C=C1)C1CCN(CC1)CC1=NC=2C(=NC(=CC2)C(=O)O)N1C[C@@H](O)CC)C)F